CN1C(=NN=C1)C1(CCC1)C=1C=C(C=CC1)N1C(C2=C(C(=C1)C(F)(F)F)C=CN2)=O 6-(3-(1-(4-methyl-4H-1,2,4-triazol-3-yl)cyclobutyl)phenyl)-4-(trifluoromethyl)-1,6-dihydro-7H-pyrrolo[2,3-c]pyridin-7-one